3-[7-(2-methoxy-4,6-dimethyl-phenyl)-1,8-naphthyridin-2-yl]-1-methyl-cyclobutanol COC1=C(C(=CC(=C1)C)C)C1=CC=C2C=CC(=NC2=N1)C1CC(C1)(O)C